tert-butyl (R)-(1-(4-bromophenyl)-2,2-difluoroethyl)carbamate BrC1=CC=C(C=C1)[C@H](C(F)F)NC(OC(C)(C)C)=O